1-ethyl-5-ethynyl-1,3-benzodiazole C(C)N1C=NC2=C1C=CC(=C2)C#C